bis-(2,6-dimethoxy-benzoyl)phenylphosphine oxide COC1=C(C(=O)P(C2=CC=CC=C2)(C(C2=C(C=CC=C2OC)OC)=O)=O)C(=CC=C1)OC